2-(3,5-difluorophenyl)-N-[4-(4-methoxyphenyl)-1-oxophthalazin-2(1H)-yl]acetamide FC=1C=C(C=C(C1)F)CC(=O)NN1C(C2=CC=CC=C2C(=N1)C1=CC=C(C=C1)OC)=O